[N+](=O)([O-])C1=CC=C2C=CC3=CC=C(C4=CC=C1C2=C34)[N+](=O)[O-] L-1,8-dinitropyrene